OCCN1COC2=C(C1)C=C(C=C2)CCC(=O)[O-] 3-(3-(2-hydroxyethyl)-3,4-dihydro-2H-benzo[e][1,3]oxazin-6-yl)propanoate